BrC=1C=C2CC[C@]3(C2=CC1)C(N(C(N3)=O)C)=O (5S)-5'-bromo-3-methyl-spiro[imidazolidine-5,1'-indane]-2,4-dione